pregnanone carbon [C].CC([C@H]1CC[C@H]2[C@@H]3CCC4CCCC[C@]4(C)[C@H]3CC[C@]12C)=O